C(C1=CC=CC=C1)N1C(OC(C1)=CC(C1=CC=CC=C1)=O)=O 3-benzyl-5-((benzoyl)methylene)oxazolidin-2-one